C(C)SC1=C(N)C(=CC(=C1)N1CCOC2=C(C1)C=CC(=C2)F)C 2-(ethylsulfanyl)-4-(8-fluoro-2,3-dihydrobenzo[f][1,4]oxazepin-4(5H)-yl)-6-methylaniline